BrC=1C=C2C3=C(NC2=C(C1)I)C(=NC(=C3)C)C 6-bromo-8-iodo-1,3-dimethyl-9H-pyrido(3,4-b)indole